2-hydroxy-N-(5-methyl-2-(pent-2-yloxy)-4-phenoxyphenyl)pyrazolo[1,5-a]Pyridine-3-carboxamide OC1=NN2C(C=CC=C2)=C1C(=O)NC1=C(C=C(C(=C1)C)OC1=CC=CC=C1)OC(C)CCC